methyl (2-(3-chlorophenyl)acetyl)-L-leucinate ClC=1C=C(C=CC1)CC(=O)N[C@@H](CC(C)C)C(=O)OC